CC1=C(OC=2C(=C(C(C#N)=C(C2Cl)Cl)C#N)Cl)C=CC=C1 4-(2-methyl-phenoxy)-3,5,6-trichloro-phthalonitrile